[N-](S(=O)(=O)C(F)(F)F)S(=O)(=O)C(F)(F)F.C(CCCC)N1C=NC=C1 1-amyl-imidazole bistrifluoromethanesulfonimide salt